(3-((2-(4-methoxyphenyl)quinolin-4-yl)amino)propyl)methanesulfonamide hydrochloride Cl.COC1=CC=C(C=C1)C1=NC2=CC=CC=C2C(=C1)NCCCCS(=O)(=O)N